1-butylethylamine C(CCC)C(C)N